2-Chloro-N-((1-((4-cyanophenyl)sulfonyl)piperidin-4-yl)methyl)acetamide ClCC(=O)NCC1CCN(CC1)S(=O)(=O)C1=CC=C(C=C1)C#N